1-[(2R,3S,4R)-3-fluoro-5,5-bis(hydroxymethyl)-4-[(4-methoxyphenyl)diphenylmethoxy]oxolan-2-yl]-3H-pyrimidine-2,4-dione F[C@@H]1[C@@H](OC([C@H]1OC(C1=CC=CC=C1)(C1=CC=CC=C1)C1=CC=C(C=C1)OC)(CO)CO)N1C(NC(C=C1)=O)=O